titanium tetrakis(ethoxide) [O-]CC.[O-]CC.[O-]CC.[O-]CC.[Ti+4]